2-(2-fluoro-4-iodopyridin-3-yl)ethan-1-ol FC1=NC=CC(=C1CCO)I